6-(4-formylphenyl)nicotinonitrile C(=O)C1=CC=C(C=C1)C1=NC=C(C#N)C=C1